NC1=C(C=C(C(=C1)F)F)OB(O)O 2-amino-4,5-difluorophenylboric acid